C(C)(C)(C)OC(C(CCC(=O)N)C=1C=NC2=CC=CC(=C2C1)[N+](=O)[O-])=O 5-amino-2-(5-nitroquinolin-3-yl)-5-oxopentanoic acid tert-butyl ester